2-(1-(6-chloropyridin-2-yl)piperidin-4-yl)propionic acid ClC1=CC=CC(=N1)N1CCC(CC1)C(C(=O)O)C